C1=CC=CC=2C3=CC=CC=C3C(C12)COC(=O)N(C(C(=O)OC(C)(C)C)CCC1=CC(=C(C=C1)OC)C(NC)=O)C tert-Butyl 2-((((9H-fluoren-9-yl)methoxy) carbonyl)(methyl)amino)-4-(4-methoxy-3-(methylcarbamoyl)phenyl)butanoate